FC(C(=CC(F)(F)F)C)(F)F 1,1,1,4,4,4-hexafluoro-2-methyl-2-butene